exo-4-(4-chlorobenzyl)-2-(3-(5-methylpyridazin-4-yl)-1H-pyrazol-5-yl)-2-azabicyclo[3.1.0]hexan-3-one ClC1=CC=C(CC2C(N(C3CC23)C2=CC(=NN2)C2=CN=NC=C2C)=O)C=C1